C(CCCCCCC(=O)OCC\C=C/CCCCC)(=O)OCC(COC(CCC(OCCCC\C=C/CC)OCCCC\C=C/CC)=O)COC(=O)OCC1CN(CCC1)CC 1-(3-((4,4-bis(((Z)-oct-5-en-1-yl)oxy)butanoyl)oxy)-2-(((((1-ethylpiperidin-3-yl)methoxy)carbonyl)oxy)methyl)propyl) 8-((Z)-non-3-en-1-yl) octanedioate